BrC1=CC=2C(C3=CC(=CC=C3C2C=C1)Br)(CCC(=O)NC(COCC(COCC(CCO)O)COCC(CO)O)COCC(COCC(CCO)O)COCC(CO)O)CCC(=O)NC(COCC(COCC(CCO)O)COCC(CO)O)COCC(COCC(CCO)O)COCC(CO)O 3,3'-(2,7-Dibromo-9H-fluorene-9,9-diyl)bis(N-(7,15-bis((2,3-dihydroxypropoxy)methyl)-1,3,19,21-tetrahydroxy-5,9,13,17-tetraoxahenicosan-11-yl)propanamide)